C(CC)(=O)OCCCCCCCCCCCCCCCCCCCC eicosyl propionate